2-hydroxy-8,8-bis(3-hydroxy-2-((2-hydroxy-3-sulfopropyl)amino)-2-(hydroxymethyl)propoxy)-5,5-bis(hydroxymethyl)-12,12-dimethyl-7-oxa-4,12-diaza-8-silatriacontan-12-ium-1-sulfonate OC(CS(=O)(=O)[O-])CNC(CO[Si](CCC[N+](CCCCCCCCCCCCCCCCCC)(C)C)(OCC(CO)(NCC(CS(=O)(=O)O)O)CO)OCC(CO)(CO)NCC(CS(=O)(=O)O)O)(CO)CO